FC1=C(C(=C(C(=C1[B-](C1=C(C(=C(C(=C1F)F)F)F)F)(C1=C(C(=C(C(=C1F)F)F)F)F)C1=C(C(=C(C(=C1F)F)F)F)F)F)F)F)F.C1(=C(C=CC=C1)[I+]C(C)(C)C1=CC=CC=C1)C tolylcumyliodonium tetrakis(pentafluorophenyl)borate